BrC1C(=NOC1(C)C)SCC1=C(C(=C(C(=C1F)F)CO)F)F (4-(((4-bromo-5,5-dimethyl-4,5-dihydroisoxazol-3-yl)thio)methyl)-2,3,5,6-tetrafluorophenyl)methanol